CC1(CC1)C=1CN(CC1)C(=O)OC(C)(C)C tert-butyl 3-(1-methylcyclopropyl)-2,5-dihydropyrrole-1-carboxylate